N1=C(C=CC2=CC=CC=C12)N(C1CCC(CC1)=O)C1=NC2=CC=CC=C2C=C1 4-(Diquinolylamino)cyclohexanone